O1C=C(C2=C1C=CC=C2)C[C@H](NS(=O)(=O)C2=CC(=CC=C2)[N+](=O)[O-])B(O)O (R)-(2-(benzofuran-3-yl)-1-(3-nitrophenylsulfonylamino)ethyl)boronic acid